NC1=CC=C(C=C1)CCN1[C@@H](O[C@H](C1=O)C)C=1C(=NN(C1)C1=CC=C(C=C1)Br)C1=CNC=C1 (2S,5S)-3-(4-aminophenylethyl)-2-(1-(4-bromophenyl)-3-(1H-pyrrol-3-yl)-1H-pyrazol-4-yl)-5-methyloxazolidin-4-one